COC=1C=C(C=O)C=CC1OCCC=C(C)C 3-methoxy-4-((4-methylpent-3-en-1-yl)oxy)benzaldehyde